2-methyl-1-(3-(4-(2-(trifluoromethyl)phenyl)piperidine-1-carbonyl)-4,6-dihydropyrrolo[3,4-c]pyrazol-5(1H)-yl)propan-1-one CC(C(=O)N1CC=2NN=C(C2C1)C(=O)N1CCC(CC1)C1=C(C=CC=C1)C(F)(F)F)C